C12(CC(C1)C2)N2C[C@H](N(S(C1=C2C=C(C(=C1)O)Cl)(=O)=O)COCC[Si](C)(C)C)CCCC (R)-5-(bicyclo[1.1.1]pentan-1-yl)-3-butyl-7-chloro-8-hydroxy-2-((2-(trimethylsilyl)ethoxy)methyl)-2,3,4,5-tetrahydrobenzo[f][1,2,5]thiadiazepine 1,1-dioxide